((3R,4R)-4-(((5-fluoro-6-(((6-methoxypyridin-3-yl)methyl)(methyl)amino)pyrimidin-4-yl)amino)methyl)-3-hydroxypiperidin-1-yl)acetamide FC=1C(=NC=NC1N(C)CC=1C=NC(=CC1)OC)NC[C@@H]1[C@H](CN(CC1)CC(=O)N)O